2-ethylbutyl ((naphthalen-1-yloxy) (perfluorophenoxy)phosphoryl)-L-alaninate C1(=CC=CC2=CC=CC=C12)OP(=O)(OC1=C(C(=C(C(=C1F)F)F)F)F)N[C@@H](C)C(=O)OCC(CC)CC